C1(CC1)COC=1C(=NC=C(C1)F)OC=1C=CC=2N(N1)C=C(N2)C(=O)NC2(CCS(CC2)(=O)=O)C 6-[[3-(Cyclopropylmethoxy)-5-fluoro-2-pyridyl]oxy]-N-(4-methyl-1,1-dioxo-thian-4-yl)imidazo[1,2-b]pyridazine-2-carboxamide